2-(3-(3'-cyano-6-fluoro-[1,1'-biphenyl]-3-yl)-5-(cyclopropylmethyl)-4-(3-fluoro-4-sulfamoylbenzyl)-1H-pyrazol-1-yl)thiazole-4-carboxylic acid C(#N)C=1C=C(C=CC1)C1=CC(=CC=C1F)C1=NN(C(=C1CC1=CC(=C(C=C1)S(N)(=O)=O)F)CC1CC1)C=1SC=C(N1)C(=O)O